2-(thiophene-2-yl)4-methylbenzenesulfonic acid ethyl ester C(C)OS(=O)(=O)C1=C(C=C(C=C1)C)C=1SC=CC1